C(C)(C)(C)OC(=O)N1CC(C1)CN1C(C(=NC2=C(C(=C(C=C12)Cl)C1=CC(=CC2=CC=CC=C12)O)F)OC[C@H]1N(CCC1)C)=O (S)-3-((7-chloro-5-fluoro-6-(3-hydroxynaphthalen-1-yl)-3-((1-methylpyrrolidin-2-yl)methoxy)-2-oxoquinoxalin-1(2H)-yl)methyl)azetidine-1-carboxylic acid tert-butyl ester